2-(1-(3-(2,6-dioxopiperidin-3-yl)-1-methyl-1H-indazol-6-yl)piperidin-4-yl)acetic acid O=C1NC(CCC1C1=NN(C2=CC(=CC=C12)N1CCC(CC1)CC(=O)O)C)=O